5-(8-(2,2-difluoro-3-hydroxypropoxy)imidazo[1,2-b]pyridazin-6-yl)pyrimidine-2,4(1H,3H)-dione FC(COC=1C=2N(N=C(C1)C=1C(NC(NC1)=O)=O)C=CN2)(CO)F